C1(CC1)C1=C(C(=NO1)C1=C(C=CC=C1Cl)Cl)CO[C@H]1[C@@H]2CN([C@H](C1)C2)C2=CC=C(C(=O)NS(=O)(=O)CCC(C)O)C=C2 4-[(1S,4S,5R)-5-{[5-cyclopropyl-3-(2,6-dichlorophenyl)-1,2-oxazol-4-yl]methoxy}-2-azabicyclo[2.2.1]heptan-2-yl]-N-(3-hydroxybutanesulfonyl)benzamide